5-(2-(4-((3,5-Difluoro-4-(trifluoromethoxy)benzyl)amino)butoxy)ethoxy)benzo[c][2,6]naphthyridine-8-carbonitrile FC=1C=C(CNCCCCOCCOC2=NC3=C(C4=CN=CC=C24)C=CC(=C3)C#N)C=C(C1OC(F)(F)F)F